(S)-6-(2-((tert-butyldimethylsilyl)oxy)ethyl)piperazin-2-one [Si](C)(C)(C(C)(C)C)OCC[C@H]1CNCC(N1)=O